3-(4-bromopyrazol-1-yl)cyclobutan-1-one BrC=1C=NN(C1)C1CC(C1)=O